N,N-dimethylaminopropyl 3-aminosulfonyl-5-butylamino-4-phenoxybenzoate NS(=O)(=O)C=1C=C(C(=O)OCCCN(C)C)C=C(C1OC1=CC=CC=C1)NCCCC